1-(5-bromo-2-fluoropyridin-3-yl)propan-1-one BrC=1C=C(C(=NC1)F)C(CC)=O